CC1=C(C=CC=C1)C1=C(C(=CC=C1)C1=C(C=CC=C1)C)P1C2(CCCCC2)CC(CC12CCCCC2)=O 7-[2,6-bis(2-methylphenyl)phenyl]-7-phosphadispiro[5.1.58.36]Hexadecan-15-one